ClC=1C=C2C(=CC1)NC1=C2CCN2C1N(C=1C=CC=CC1C2=O)C2=CC(=CC=C2)F 10-chloro-14-(3-fluorophenyl)-8,13,13b,14-tetrahydroindolo[2',3':3,4]pyrido[2,1-b]quinazolin-5(7H)-one